COC(C1=C(C=CC=C1)NS(=O)(=O)C)=O.BrC1=CC=C(C=C1)C1CCN(CC1)CCCCC1=CC=C(C=C1)F 4-(4-bromophenyl)-1-(4-(4-fluorophenyl)butyl)piperidine methyl-2-(methylsulfonamido)benzoate